FC1=CC=C(OC2=CC3=C(NC(=N3)C(C)=O)C=C2)C=C1 1-(5-(4-fluorophenoxy)-1H-benzo[d]imidazol-2-yl)ethanone